N[C@]1(CN(C[C@@H]1CCCB(O)O)CCNC1=CC=C(C=C1)C1=CC=CC=C1)C(=O)O (3R,4S)-3-amino-1-(2-(biphenyl-4-ylamino)ethyl)-4-(3-boronopropyl)pyrrolidine-3-carboxylic acid